bis[Tris(hydroxymethyl)methylamino]propane OCC(NC(C)(C)NC(CO)(CO)CO)(CO)CO